C(C1=CC=CC=C1)(=O)NC=1C=2N=CN([C@H]3C[C@H](O)[C@@H](CO)O3)C2N=CN1 deoxy-N-benzoyl-adenosine